ClC1=CC=C(OP(=O)(N[C@@H](C)C(=O)OC)Cl)C=C1 (4-chlorophenoxy)((1S)-(1-methoxycarbonylethyl)amino)phosphinoyl chloride